C(C=CCCCCCCCCCC=CCCCC)CC(=O)O.N1(CCNCC1)C(=O)C(=O)O piperazine-1-carbonyl-carboxylate octadec-2,13-dien-1-yl-acetate